C(CCC)N1C(N(C(C(C1=O)=C(N)N)=O)C1CCC2(CC3(N(C(NC3=O)=O)CCOC)C2)CC1)=O 1-Butyl-5-(diaminomethylene)-3-[4-(2-methoxyethyl)-1,3-dioxo-2,4-diazadispiro[4.1.57.15]tridecan-10-yl]hexahydropyrimidine-2,4,6-trione